FC(C1=C2CN(C(C2=CC(=C1)[C@H](C)NC1(CCC1)C)=O)C1=CC(=CC=C1)[C@@H](C1COC1)C1=NN=CN1C)F 4-(difluoromethyl)-2-(3-((R)-(4-methyl-4H-1,2,4-triazol-3-yl)(oxetan-3-yl)methyl)phenyl)-6-((S)-1-((1-methylcyclobutyl)amino)ethyl)isoindolin-1-one